N5-(5-bromo-2-nitrophenyl)pyridine-2,5-diamine BrC=1C=CC(=C(C1)NC=1C=CC(=NC1)N)[N+](=O)[O-]